4-benzyloxy-2-[5-chloro-4-(2-hydroxy-2-adamantyl)-2-methyl-phenyl]-1,6-naphthyridine-5-carbonitrile C(C1=CC=CC=C1)OC1=CC(=NC=2C=CN=C(C12)C#N)C1=C(C=C(C(=C1)Cl)C1(C2CC3CC(CC1C3)C2)O)C